C(C1=CC=CC=C1)(=O)N1CN(CCC1=O)C(=O)OC(C)(C)C tert-Butyl 3-benzoyl-4-oxotetrahydropyrimidine-1(2H)-carboxylate